1,3'-bipiperidine N1(CCCCC1)C1CNCCC1